N,N-diallyl-4-ethylbenzamide C(C=C)N(C(C1=CC=C(C=C1)CC)=O)CC=C